p-dimethylaminobenzate CN(C1=CC=C(C(=O)[O-])C=C1)C